2-(azetidin-3-yl)ethylamine N1CC(C1)CCN